N1C(=NC2=C1C=CC=C2)C2=CC(=NN2C)NC(=O)C=2C=NC(=NC2)N2CCC(CC2)N2CCOCC2 N-[5-(1H-benzimidazol-2-yl)-1-methyl-pyrazol-3-yl]-2-(4-morpholino-1-piperidyl)pyrimidine-5-carboxamide